1-(4-[3-[2-(4-amino-5-[3-methoxy-4-[(6-methylpyridin-2-yl)oxy]phenyl]-7-methyl-7H-pyrrolo[2,3-d]pyrimidin-6-yl)ethynyl]-3-fluoroazetidin-1-yl]piperidin-1-yl)prop-2-en-1-one NC=1C2=C(N=CN1)N(C(=C2C2=CC(=C(C=C2)OC2=NC(=CC=C2)C)OC)C#CC2(CN(C2)C2CCN(CC2)C(C=C)=O)F)C